2-amino-3-((S)-2-oxo-pyrrolidin-3-yl)propionyl-amide hydrochloride Cl.NC(C(=O)[NH-])C[C@H]1C(NCC1)=O